FC(C=1C=C(SC1)C1=C(C=CC=C1)O)(F)F 2-[4-(trifluoromethyl)-2-thienyl]phenol